ClC1=C(C=C(OCC(=O)NC23CC(C2)(C3)NC=3C=2N(C=CN3)N=CC2)C=C1)F 2-(4-chloro-3-fluorophenoxy)-N-{3-[(pyrazolo[1,5-a]pyrazin-4-yl)amino]bicyclo[1.1.1]pentan-1-yl}acetamide